ClC=1C=C(C=CC1F)NC(=O)C1=C(N=CN1C)C1CC2CC(CC2C1)(CS(=O)(=O)C)O N-(3-Chloro-4-fluorophenyl)-4-(5-hydroxy-5-((methylsulfonyl)methyl)octahydropentalen-2-yl)-1-methyl-1H-imidazole-5-carboxamide